C1(=C(C=CC=C1)C1=C(C2=C(SC3=C2C=CC=C3)C=C1)C1=NN=NC(=C1C1=C(C=CC=C1)C1=CC=CC=C1)C1=CC=CC=C1)C1=CC=CC=C1 (biphenylyl)[(phenyl)(biphenylyl)triazinyl]dibenzothiophene